C1(CC1)O\N=C(/N)\C1=NC=CC(=C1)C1(OC(C(C1C1=C(C(=C(C=C1)F)F)OC)C)(C(F)(F)F)C)C(=O)N 2-((Z)-(N'-Cyclopropoxycarbamimidoyl)pyridin-4-yl)-3-(3,4-difluoro-2-methoxyphenyl)-4,5-dimethyl-5-(trifluoromethyl)tetrahydrofuran-2-carboxamide